C(C)(C)(C)C1=CC=C(C=C1)N(C(=O)C1N(CC1(C)C)C(=O)OC(C)(C)C)C(C(=O)NC1CCCCC1)C=1C=NC=CC1 tert-butyl 2-((4-(tert-butyl)phenyl)(2-(cyclohexylamino)-2-oxo-1-(pyridin-3-yl)ethyl)carbamoyl)-3,3-dimethylazetidine-1-carboxylate